C(C)(C)(C)OC(=O)C1=C(NC2=CC(=CC=C12)C#N)C(C)(C)C1=CC(=C(C=C1)C)I 6-cyano-2-(2-(3-iodo-4-methylphenyl)propan-2-yl)-1H-indole-3-carboxylic acid tert-butyl ester